FC=1C=C(C=C(C1C=1C=C2C(=CN1)NN=C2C=2C=NC(=NC2)N2CCN(CC2)C)F)CC#N (3,5-Difluoro-4-(3-(2-(4-methylpiperazin-1-yl)pyrimidin-5-yl)-1H-pyrazolo[3,4-c]pyridin-5-yl)phenyl)acetonitrile